N-((S)-(4-(tert-butyl)phenyl)((R)-2'-iodo-6,6'-dimethyl-[1,1'-biphenyl]-2-yl)-λ4-sulfaneylidene)-3,5-dichlorobenzamide C(C)(C)(C)C1=CC=C(C=C1)[S@](=NC(C1=CC(=CC(=C1)Cl)Cl)=O)C1=C(C(=CC=C1)C)C1=C(C=CC=C1C)I